N-(5-((6-((R)-3-(2,3-difluorophenyl)-isoxazolidine-2-yl)pyrimidine-4-yl)amino)-2-((2-(dimethylamino)ethyl)(methyl)amino)-4-methoxyphenyl)acrylamide FC1=C(C=CC=C1F)[C@@H]1N(OCC1)C1=CC(=NC=N1)NC=1C(=CC(=C(C1)NC(C=C)=O)N(C)CCN(C)C)OC